C(CC)(=O)OC1=C2C(C=C(OC2=C(C(=C1)O)[C@@H]1[C@@H](CN(CC1)C)O[Si](C)(C)C(C)(C)C)C1=C(C=CC=C1)Cl)=O 8-((3S,4R)-3-((tert-butyldimethylsilyl)oxy)-1-methylpiperidin-4-yl)-2-(2-chlorophenyl)-7-hydroxy-4-oxo-4H-chromen-5-yl propionate